2,4-dichloro-5-fluorodichlorobenzene ClC1=C(C=C(C(=C1Cl)Cl)F)Cl